O[C@H]1CN(CC1)CC=1C=NC2=C(N=CC=C2C1)NC=1C(=C(C=CC1)C1=C(C(=CC=C1)NC=1N=CC=C2C=C(C=NC12)C=O)C)C (R)-8-((3'-((3-((3-hydroxypyrrolidin-1-yl)methyl)-1,7-naphthyridin-8-yl)amino)-2,2'-dimethyl-[1,1'-biphenyl]-3-yl)amino)-1,7-naphthyridine-3-carbaldehyde